N-(1-chloro-5-sulfamoylisoquinolin-7-yl)-2-(2-chlorophenyl)acetamide ClC1=NC=CC2=C(C=C(C=C12)NC(CC1=C(C=CC=C1)Cl)=O)S(N)(=O)=O